2,3-di-(9(Z)-octadecenyloxy)-prop-1-yl-N,N,N-trimethylammonium chloride [Cl-].C(CCCCCCC\C=C/CCCCCCCC)OC(C[N+](C)(C)C)COCCCCCCCC\C=C/CCCCCCCC